rel-3-(5-(difluoromethyl)-1,3,4-thiadiazol-2-yl)-8-((2R,5S)-2-(hydroxymethyl)-5-methylmorpholino)-N-(1-methylcyclopropyl)imidazo[1,2-a]pyridine-6-sulfonamide FC(C1=NN=C(S1)C1=CN=C2N1C=C(C=C2N2C[C@@H](OC[C@@H]2C)CO)S(=O)(=O)NC2(CC2)C)F |o1:18,21|